O1C(CCC1)C(C(=O)O)=C.C(C=C)(=O)OC1OCCC1 tetrahydrofuranyl acrylate (tetrahydrofuryl acrylate)